N-[(1S)-1-(7-fluoro-2-pyridin-2-yl-quinolin-3-yl)ethyl]-7H-purin-6-amine FC1=CC=C2C=C(C(=NC2=C1)C1=NC=CC=C1)[C@H](C)NC1=C2NC=NC2=NC=N1